N-cyclopropyl-N-(2-cyclopropylbenzyl)-3-(difluoromethyl)-5-fluoro-1-methyl-1H-pyrazole-4-amide C1(CC1)N(C(=O)C=1C(=NN(C1F)C)C(F)F)CC1=C(C=CC=C1)C1CC1